C(C)(=O)C1=NC=CC(=N1)C=1C(=C2C(=NC1)NC=C2)N[C@H]2CN(C[C@H](C2)C)C(CC#N)=O 3-((3R,5S)-3-((5-(2-acetylpyrimidin-4-yl)-1H-pyrrolo[2,3-b]pyridin-4-yl)amino)-5-methylpiperidin-1-yl)-3-oxopropanenitrile